C(C)C=1SC2=C(N1)C=C(C(=C2)C)C 2-ethyl-5,6-dimethylbenzothiazole